4-(5-Bromo-1H-pyrrolo[2,3-b]pyridin-3-yl)benzoic acid BrC=1C=C2C(=NC1)NC=C2C2=CC=C(C(=O)O)C=C2